CC1CC2=C(NN=N2)CC1 5-methyl-4,5,6,7-tetrahydro-1H-benzotriazole